ClC1=C(C=C(OCC(=O)N[C@H]2CC[C@@H](N(C2)C(=O)OC(C)(C)C)C=2OC(=NN2)C2CC(C2)OC(F)(F)F)C=C1)F tert-butyl (2R,5S)-5-[2-(4-chloro-3-fluorophenoxy)acetamido]-2-{5-[(1s,3s)-3-(trifluoromethoxy)cyclobutyl]-1,3,4-oxadiazol-2-yl}piperidine-1-carboxylate